CN(C1CCC(CC1)C1=CC(=C(N)C=C1C)OC)C 4-(4-(dimethylamino)cyclohexyl)-2-methoxy-5-methylaniline